[NH3+]C(=O)O ammoniocarboxylic acid